C(C)C=C(C(=O)O)CCCCCC hydrogen (ethylhexyl acrylate)